methyl-5H-pyrrolo[3,2-d]pyrimidine-4-carboxamide CC=1N=C(C2=C(N1)C=CN2)C(=O)N